N1=CC=CC2=CC=CC(=C12)NC(C1=NC=CC(=C1)N1CC2(C1)CCOCC2)=O N-(quinolin-8-yl)-4-(7-oxa-2-azaspiro[3.5]nonan-2-yl)picolinamide